C1(CCCCC1)(N)N (1S,2R)-cyclohexanediamine